4-(difluoromethyl)-6-({5-[5-(trifluoromethyl)-1,2,4-oxadiazol-3-yl]pyridin-2-yl}methoxy)pyrimidine FC(C1=NC=NC(=C1)OCC1=NC=C(C=C1)C1=NOC(=N1)C(F)(F)F)F